[Si](C)(C)(C(C)(C)C)OC1C(=C(CC1)C(=O)O)CC1=C(C=C(C=C1)F)OC 3-[tert-butyl(dimethyl)silyl]oxy-2-[(4-fluoro-2-methoxy-phenyl)methyl]cyclopentene-1-carboxylic acid